3-((2,2-dimethyloxetan-3-yl)oxy)-1-(methyl-d3)-1H-pyrazol-4-amine CC1(OCC1OC1=NN(C=C1N)C([2H])([2H])[2H])C